[Ce].C(#N)C1=C2C=C(N=C(C2=CC=C1)C(=O)N[C@@H]1C[C@H](C1)OC)N1C=NC=C1 5-cyano-3-(imidazol-1-yl)-N-[(trans)-3-methoxycyclobutyl]isoquinoline-1-carboxamide cerium